C1(=CC=C(C=C1)B1OCC(O1)S)B1OCC(O1)S 2,2'-(1,4-phenylene)-bis[4-mercapto-1,3,2-dioxaborolan]